tertbutyl 8-(2-(4-((5-(3-(2-(pyridin-3-yl)ethyl)ureido)-2-(pyridin-4-yl)phenyl)ethynyl)benzamido)ethyl)-2,8-diazaspiro[4.5]decane-2-carboxylate N1=CC(=CC=C1)CCNC(NC=1C=CC(=C(C1)C#CC1=CC=C(C(=O)NCCN2CCC3(CCN(C3)C(=O)OC(C)(C)C)CC2)C=C1)C1=CC=NC=C1)=O